5-methyl-4-nitro-1-(tetrahydro-2H-pyran-4-yl)-1H-pyrazol-3-ol CC1=C(C(=NN1C1CCOCC1)O)[N+](=O)[O-]